C(C=C)C(CO)(CO)NC 2-allyl-2-(methylamino)propane-1,3-diol